BrC1=NC2=C3C(=CC=C2C(=C1)C)C=CC=C3 2-bromo-4-methylbenzo[h]quinoline